C[C@H]1[C@@H]([C@@H]([C@H]([C@H](O1)OP(=O)(O)OP(=O)(O)OC[C@@H]2[C@H]([C@H]([C@@H](O2)N3C=CC(=O)NC3=O)O)O)NC(=O)C)O)N The molecule is a UDP-amino sugar having 4-amino-4,6-dideoxy-L-N-acetyl-beta-L-altrosamine as the amino sugar component. It derives from a beta-L-altrose. It is a conjugate acid of an UDP-4-amino-4,6-dideoxy-L-N-acetyl-beta-L-altrosamine(1-).